6-({[(1s,3s)-3-methoxycyclobutyl]amino}methyl)-4-(trifluoromethyl)-2,3-dihydroisoindol-1-one COC1CC(C1)NCC1=CC(=C2CNC(C2=C1)=O)C(F)(F)F